6-fluoro-N-(2-fluoro-3-methyl-4-((1-methyl-1H-benzo[d][1,2,3]triazol-5-yl)oxy)phenyl)pyrido[3,2-d]pyrimidin-4-amine FC=1C=CC=2N=CN=C(C2N1)NC1=C(C(=C(C=C1)OC1=CC2=C(N(N=N2)C)C=C1)C)F